FC1=CC=C(C=C1)[C@@H]1N(CCC2=CC=C(C=C12)C(=O)OC)C(=O)OC(C)(C)C 2-(tert-butyl) 7-methyl (S)-1-(4-fluorophenyl)-3,4-dihydroisoquinoline-2,7(1H)-dicarboxylate